C(=O)(O)C(C(=O)O)N[C@@H](C)C(=O)O.[Na].[Na].[Na] tri-sodium dicarboxymethylalanine